2-((2-oxabicyclo[2.1.1]hex-1-yl)methoxy)-9-hydroxy-6,7-dihydro-4H-pyrimido[6,1-a]isoquinolin-4-one C12(OCC(C1)C2)COC2=NC(N1C(C3=CC=C(C=C3CC1)O)=C2)=O